S1C=NC2=C1C=CC(=C2)CNC(=O)[C@H]2NCCN(C2)C=2C=1C(N=CN2)=NN(C1)C1=CC(=C(C=C1)C)F (S)-N-(benzo[d]thiazol-5-ylmethyl)-4-(2-(3-fluoro-4-methylphenyl)-2H-pyrazolo[3,4-d]pyrimidin-4-yl)piperazine-2-carboxamide